N[C@H]1[C@@H](CCCCC1)C1=C(C2=NC(=CC(=C2S1)NCC=1SC=CC1)Cl)CC 2-((1r,2r)-2-aminocycloheptyl)-5-chloro-3-ethyl-N-(thiophen-2-ylmethyl)thieno[3,2-b]pyridin-7-amine